(R)-3-(4-Amino-3-(7-(3,4-dimethoxybenzamido)benzo[d][1,3]dioxol-4-yl)-1H-pyrazolo[3,4-d]pyrimidin-1-yl)piperidine-1-carboxylate NC1=C2C(=NC=N1)N(N=C2C2=CC=C(C=1OCOC12)NC(C1=CC(=C(C=C1)OC)OC)=O)[C@H]1CN(CCC1)C(=O)[O-]